CN(C1=CC=CC(=N1)[C@H](C)NC(=O)C1=CC2=CC=CC(=C2C=C1)C1=CC=C(C=C1)C(F)(F)F)C (S)-N-(1-(6-(dimethylamino)pyridin-2-yl)ethyl)-5-(4-(trifluoromethyl)phenyl)-2-naphthamide